tert-butyl (2S,5R)-4-(4-(4-fluorophenyl)-2-methylthiazol-5-yl)-2,5-dimethylpiperazine-1-carboxylate FC1=CC=C(C=C1)C=1N=C(SC1N1C[C@@H](N(C[C@H]1C)C(=O)OC(C)(C)C)C)C